C(CCCC)(=O)N([C@@H](C(C)C)C(=O)O)CC1=CC=C(C=C1)C1=C(C=CC=C1)C1=NN=NN1 N-pentanoyl-N-[[2'-(1H-tetrazol-5-yl)[1,1'-biphenyl]-4-yl]methyl]-L-valine